Ethylbenzyl-(1-ethyl-1,4-cyclohexadienyl)Ruthenium C(C)[Ru](C1=C(CC=CC1)CC)CC1=CC=CC=C1